2-(2,7-dimethyl-2H-indazol-5-yl)-7-[(3S)-3-methylpiperazin-1-yl]-4H-pyrido[1,2-a]pyrimidin-4-one CN1N=C2C(=CC(=CC2=C1)C=1N=C2N(C(C1)=O)C=C(C=C2)N2C[C@@H](NCC2)C)C